4-pentyl-2,2-dioxo-1,3,2-dioxathiolane C(CCCC)C1OS(OC1)(=O)=O